ClC=1C=C2C(=NC1OC)C(=C(N2C)C2=NC(=NN2)[C@H](COC)N(C)C)N2C=NC=C2 (R)-1-(5-(6-chloro-3-(1H-imidazol-1-yl)-5-methoxy-1-methyl-1H-pyrrolo[3,2-b]-pyridin-2-yl)-1H-1,2,4-triazol-3-yl)-2-methoxy-N,N-dimeth-ylethan-1-amine